(1E)-4,4-dimethyl-1-[(4-methyl-5-oxo-2H-furan-2-yl)oxymethylene]-3a,9b-dihydrofuro[2,3-c]chromen-2-one CC1(OC=2C=CC=CC2C\2C1OC(/C2=C/OC2OC(C(=C2)C)=O)=O)C